(2S)-2-AMINO-2-[2-(DIMETHYLAMINO)PHENYL]ACETIC ACID N[C@H](C(=O)O)C1=C(C=CC=C1)N(C)C